dimethoxybenzoyl chloride COC=1C(=C(C(=O)Cl)C=CC1)OC